trans-tert-butyl (4-(5-chlorobenzofuran-2-carboxamido)cyclohexyl)carbamate ClC=1C=CC2=C(C=C(O2)C(=O)N[C@@H]2CC[C@H](CC2)NC(OC(C)(C)C)=O)C1